8-benzoyl-2-benzyl-2,3,8-triazaspiro[4.5]Dec-3-en-1-one C(C1=CC=CC=C1)(=O)N1CCC2(C=NN(C2=O)CC2=CC=CC=C2)CC1